4-methyl-1-(6-(pyrazolo[1,5-a]pyrazin-4-ylsulfanyl)pyrido[2,3-b]pyrazin-2-yl)piperidin-4-amine CC1(CCN(CC1)C=1N=C2C(=NC1)N=C(C=C2)SC=2C=1N(C=CN2)N=CC1)N